FC1=C(C(=CC=C1)F)C1=CC(=C(N=N1)C(=O)OC)NC1=CC=C(C=C1)C1(COC1)O Methyl 6-(2,6-difluorophenyl)-4-((4-(3-hydroxyoxetan-3-yl)phenyl)amino)pyridazine-3-carboxylate